5-mercapto-1-chloropentane SCCCCCCl